CS(=S)[O-].[Na+] sodium thiomethanesulfinate